tert-Butyl 5-(4-((tert-butoxycarbonyl(isopropyl)amino)methyl)-2,6-difluorophenyl)-3-(4-(4-methylpiperazin-1-yl)benzamido)-1H-pyrazolo[3,4-c]pyridine-1-carboxylate C(C)(C)(C)OC(=O)N(C(C)C)CC1=CC(=C(C(=C1)F)C=1C=C2C(=CN1)N(N=C2NC(C2=CC=C(C=C2)N2CCN(CC2)C)=O)C(=O)OC(C)(C)C)F